CC1=CC(=CS1)C(C)=O 1-(5-methylthiophene-3-yl)ethan-1-one